(R)-3-methoxypyrrolidine hydrochloride Cl.CO[C@H]1CNCC1